(S)-2-methoxy-4-(2-(2-methylazetidin-1-yl)-6,7-dihydro-5H-cyclopenta[d]pyrimidin-4-yl)benzamide COC1=C(C(=O)N)C=CC(=C1)C=1C2=C(N=C(N1)N1[C@H](CC1)C)CCC2